(R)-3-Amino-4-cyclopropyl-6-(2-fluoro-5-(5-(3-hydroxy-1-methyl-2-oxopyrrolidin-3-yl)isoxazol-3-yl)phenyl)picolinamide NC=1C(=NC(=CC1C1CC1)C1=C(C=CC(=C1)C1=NOC(=C1)[C@]1(C(N(CC1)C)=O)O)F)C(=O)N